CC=1C(=C2C(=NC1NC1=NC(=CC(=C1)NC)C)CCO2)C=2CCCN(CC2)C(=O)OC(C)(C)C tert-butyl 5-[6-methyl-5-[[6-methyl-4-(methylamino)-2-pyridyl]amino]-2,3-dihydrofuro[3,2-b]pyridin-7-yl]-2,3,4,7-tetrahydroazepine-1-carboxylate